non-1-en-3-ol C=CC(CCCCCC)O